NC1=NN2C(C=3C(=CC=NC3C(=C2C(=O)OC)OCC2=CC=CC=C2)C2=CC=CC=C2)=N1 Methyl 2-amino-6-(benzyloxy)-10-phenyl-[1,2,4]triazolo[5,1-f][1,6]naphthyridine-5-carboxylate